OC1=C(C=CC=C1)C1=CC2=C(N=N1)C=C(N2)C2CCN(CC2)C2=NC=C(C=N2)C2=NOC(=C2)C(C(=O)O)C(C)C 2-[3-(2-{4-[3-(2-hydroxyphenyl)-5H-pyrrolo[3,2-c]pyridazin-6-yl]piperidin-1-yl}pyrimidin-5-yl)-1,2-oxazol-5-yl]-3-methylbutanoic acid